dihydrooxazol-2-amine O1C(NC=C1)N